methyl 5-hydroxy-8-methoxy-2-oxo-2,3-dihydro-1H-benzo[b]azepine-4-carboxylate OC=1C2=C(NC(CC1C(=O)OC)=O)C=C(C=C2)OC